COC1=CC=NC2=C3N=CC=C(C3=CC=C12)OC 4,7-dimethoxy-1,10-phenanthrolin